5-chloro-3-({3-[(2S)-2-(4-chlorophenyl)-2-hydroxyethyl]-1,2,4-oxadiazol-5-yl}methyl)pyrimidine-2,4(1H,3H)-dione ClC=1C(N(C(NC1)=O)CC1=NC(=NO1)C[C@H](O)C1=CC=C(C=C1)Cl)=O